2-(benzyloxy)-4-methyl-6-{3-methyl-4-[4-(trifluoromethyl)piperidine-1-carbonyl]-1H-pyrazol-1-yl}pyridine C(C1=CC=CC=C1)OC1=NC(=CC(=C1)C)N1N=C(C(=C1)C(=O)N1CCC(CC1)C(F)(F)F)C